C(C)(C)(C)OC(=O)N([C@H](CC(=O)O)C1=CC=C(C=C1)Cl)C (3R)-3-{[(tert-butoxy)carbonyl](methyl)amino}-3-(4-chlorophenyl)propanoic acid